C1(OC(CC2=CC=CC=C12)=O)=O isochromene-1,3-dione